C1=CC=CC=2C(C=3C=CC=C4C(C=5C=CC=CC5N(C34)C12)=O)=O quinolino[3,2,1-de]acridine-5,9-dione